N1=CSC2=C1C(CCO2)N 5H,6H,7H-pyrano[3,2-d][1,3]thiazol-7-amine